C(C)OC(\C=C/1\CC[C@]12CN(CC2)C(=O)OC(C)(C)C)=O Tert-butyl (3Z,4R)-3-(2-ethoxy-2-oxo-ethylidene)-6-azaspiro[3.4]octane-6-carboxylate